CC([C@@H](C(=O)O)N1C(C2(CN(C2)C(=O)C2[N@@](C2)C(C2=CC=CC=C2)(C2=CC=CC=C2)C2=CC=CC=C2)CC1)=O)C (S)-3-methyl-2-(5-oxo-2-((R)-1-tritylaziridine-2-carbonyl)-2,6-diazaspiro[3.4]octan-6-yl)butanoic acid